NC=1C2=C(N=CN1)N1C(=C2C2=CC(=C(C=C2)OC2=NC=CC(=N2)C)F)CN(CC1)C(CC)=O 1-(4-amino-5-(3-fluoro-4-((4-methylpyrimidin-2-yl)oxy)phenyl)-8,9-dihydropyrazino[1',2':1,5]pyrrolo[2,3-d]pyrimidin-7(6H)-yl)propan-1-one